C(#N)NC1CC(C1)C(=O)NC1(CCCCC1)C(C)(C)C (1r,3r)-3-(cyanoamino)-N-[(1s,4s)-tert-butylcyclohexyl]cyclobutane-1-carboxamide